6-methylpiperazineOxy-2-oxo-1,2-dihydroquinoline-4-carboxylic acid CC1CNCCN1ON1C(C=C(C2=CC=CC=C12)C(=O)O)=O